C[C@]12CC[C@H]3[C@H]([C@@H]1CC[C@@H]2C=C(O)OS(=O)(=O)O)CCC4[C@@]3(CCCC4)C pregnenediol sulfate